FC1(CCC(CC1)C(=NO)N)F 4,4-difluoro-N'-hydroxycyclohexane-1-formamidine